ClC1=NC=CC2=C1N(C/C(/N2)=N/NC)C (Z)-5-chloro-4-methyl-2-(2-methylhydrazineylidene)-1,2,3,4-tetrahydropyrido[3,4-b]pyrazine